6-bromo-N-[5-(2,2-difluoroethoxy)-4-methoxy-pyrimidin-2-yl]-1H-indole-3-sulfonamide BrC1=CC=C2C(=CNC2=C1)S(=O)(=O)NC1=NC=C(C(=N1)OC)OCC(F)F